(2R,14R)-19-fluoro-2,14-dimethyl-16,22-dioxa-3,5,7,8,12-pentaazapentacyclo[12.6.2.24,7.06,10.017,21]tetracosa-1(20),4,6(10),8,17(21),18,23-heptaen-11-one FC1=CC=2OC[C@]3(CNC(C=4C=NN5C4N=C(N[C@@H](C(=C1)C2O3)C)C=C5)=O)C